COC(=O)C1=C(C=CC=C1)NC1=C(C=C(C(=O)OC)C=C1)[N+](=O)[O-] Methyl 4-((2-(methoxycarbonyl) phenyl) amino)-3-nitrobenzoate